COC=1C=C2C(=CNC2=C(C1)C)C(C(=O)N(C)C)=O 2-(5-methoxy-7-methyl-1H-indol-3-yl)-N,N-dimethyl-2-oxoacetamide